(1S,4r)-4-((5-(1-((S)-1,1-difluoropropan-2-yl)-1H-benzo[d][1,2,3]triazol-6-yl)-6-fluoro-4-methoxypyrrolo[2,1-f][1,2,4]triazin-2-yl)amino)-1-methylcyclohexan-1-ol FC([C@H](C)N1N=NC2=C1C=C(C=C2)C=2C(=CN1N=C(N=C(C12)OC)NC1CCC(CC1)(O)C)F)F